COC=1C=C(C=CC1OC)S(=O)(=O)C=1C=NC2=CC=C(C=C2C1N1CC(CCC1)O)OC(F)(F)F 1-(3-((3,4-dimethoxyphenyl)sulfonyl)-6-(trifluoromethoxy)quinolin-4-yl)piperidin-3-ol